(R)-3-(((6-(methyl(4-propylphenyl)amino)-1,2,3,4-tetrahydroisoquinolin-1-yl)methyl)amino)isonicotinic acid CN(C=1C=C2CCN[C@H](C2=CC1)CNC1=C(C(=O)O)C=CN=C1)C1=CC=C(C=C1)CCC